N'-(4-(3-((3,4-difluorobenzyl)oxy)oxetan-3-yl)-5-methoxy-2-methylphenyl)-N-ethyl-N-methylformimidamide FC=1C=C(COC2(COC2)C2=CC(=C(C=C2OC)N=CN(C)CC)C)C=CC1F